F[C@H]1C[C@H](N(C1)C(CN1C[C@@H](CC1)NC1=C2C=CC=NC2=CC=C1OC)=O)C#N (2S,4S)-4-fluoro-1-[2-[(3R)-3-[(6-methoxy-5-quinolinyl)amino]pyrrolidin-1-yl]acetyl]pyrrolidine-2-carbonitrile